N-[(2S)-1-Hydroxypropan-2-yl]-3-oxo-2-phenyl-6-[6-(trifluoromethyl)pyridin-3-yl]-2,3-dihydropyridazine-4-carboxamide OC[C@H](C)NC(=O)C=1C(N(N=C(C1)C=1C=NC(=CC1)C(F)(F)F)C1=CC=CC=C1)=O